2-(methoxycarbonyl)-6-methyl-3-(pyrimidin-2-yl)pyridine 1-oxide COC(=O)C1=[N+](C(=CC=C1C1=NC=CC=N1)C)[O-]